COC(CCC1=CC(=CC=C1)C1(CC(OC(C1)C)C)C1=CN=C(N1)C1=C(C=CC(=C1)OC=1C(=C2C=CNC2=CC1F)F)F)=O 3-(3-(4-(2-(5-((4,6-difluoro-1H-indol-5-yl)oxy)-2-fluorophenyl)-1H-imidazol-5-yl)-2,6-dimethyltetrahydro-2H-pyran-4-yl)phenyl)propanoic acid methyl ester